8-methyl-2-(4-(4,4,5,5-tetramethyl-1,3,2-dioxaborolan-2-yl)phenyl)-5-oxa-2,8-diazaspiro[3.5]nonane CN1CCOC2(CN(C2)C2=CC=C(C=C2)B2OC(C(O2)(C)C)(C)C)C1